4-amino-N,1-dimethyl-N-((3S)-6-(pentafluoro-lambda~6~-sulfanyl)-2,3-dihydro-1-benzo-furan-3-yl)-1H-pyrazolo[4,3-c]-quinoline-8-carboxamide NC1=NC=2C=CC(=CC2C2=C1C=NN2C)C(=O)N([C@@H]2COC1=C2C=CC(=C1)S(F)(F)(F)(F)F)C